(R)-4-((3-fluoropyridin-2-yl)thio)-6-(5-methyl-1-(piperidin-3-ylmethyl)-1H-pyrazol-4-yl)pyrazolo[1,5-a]pyridine-3-carbonitrile FC=1C(=NC=CC1)SC=1C=2N(C=C(C1)C=1C=NN(C1C)C[C@H]1CNCCC1)N=CC2C#N